N2-(3-(1,3-dioxolan-2-yl)-2-((4-methoxybenzyl)oxy)benzyl)-N4-(5-isopropyl-8-(3-((methylsulfonyl)methyl)azetidin-1-yl)isoquinolin-3-yl)-N2-methylpyrimidine-2,4-diamine O1C(OCC1)C=1C(=C(CN(C2=NC=CC(=N2)NC=2N=CC3=C(C=CC(=C3C2)C(C)C)N2CC(C2)CS(=O)(=O)C)C)C=CC1)OCC1=CC=C(C=C1)OC